sodium (S)-3-(3-(4-hydroxy-1-methyl-2-oxo-1,2-dihydropyridin-3-yl)ureido)-3-(3-(pyrazin-2-yl) phenyl)propanoate OC1=C(C(N(C=C1)C)=O)NC(N[C@@H](CC(=O)[O-])C1=CC(=CC=C1)C1=NC=CN=C1)=O.[Na+]